Cl.C1(=CC=C(C=C1)[C@H](C)N)C1=CC=CC=C1 (S)-1-([1,1'-biphenyl]-4-yl)ethylamine hydrochloride